N-(methoxymethoxy)methylacrylamide COCOCNC(C=C)=O